N1(N=CC=C1)C1=CC=C(C=C1)C1=CC(=NN1)NC1=C(C=C(C=C1)NCCCO)C 3-((4-((5-(4-(1H-pyrazol-1-yl)phenyl)-1H-pyrazol-3-yl)amino)-3-methylphenyl)amino)propan-1-ol